C(C1=CC=CC=C1)SC1=CC(=C(C=C1)C=1OC=CN1)F 2-(4-benzylsulfanyl-2-fluoro-phenyl)oxazole